4-(diphenylamino)-1,1,1-trifluoro-3-phenyl-3-buten-2-one C1(=CC=CC=C1)N(C=C(C(C(F)(F)F)=O)C1=CC=CC=C1)C1=CC=CC=C1